4,7-dihydro-1,3-oxaazepin O1C=NCC=CC1